(7-(2-(4-(6-fluorobenzo[b]thiophen-4-yl)piperazin-1-yl)ethyl)-2-oxoquinolin-1(2H)-yl)methyl phenyl carbonate C(OCN1C(C=CC2=CC=C(C=C12)CCN1CCN(CC1)C1=CC(=CC=2SC=CC21)F)=O)(OC2=CC=CC=C2)=O